N,N',N''-tris[2-methylcyclohexyl]-1,2,3-propanetricarboxamide CC1C(CCCC1)NC(=O)CC(CC(=O)NC1C(CCCC1)C)C(=O)NC1C(CCCC1)C